CC1OC(CNC1)CC1COCC1 2-methyl-6-((tetrahydrofuran-3-yl)methyl)-3,6-dihydro-4H-[1,4]oxazine